6-(2,2-difluoroethoxy)-4-[7-fluoro-2-(oxan-2-yl)indazol-4-yl]-2-[(4-methoxyphenyl)methoxy]-1,7-phenanthroline-3-amine FC(COC=1C=C2C(=C(C(=NC2=C2C=CC=NC12)OCC1=CC=C(C=C1)OC)N)C=1C2=CN(N=C2C(=CC1)F)C1OCCCC1)F